ClC=1N=CC=2C(C(CCC2C1)C(=O)OC)O methyl 3-chloro-8-hydroxy-5,6,7,8-tetrahydroisoquinoline-7-carboxylate